C(C)(C)(C)OC(=O)N1CC(CC1)OC1=C(C=CC=C1)C(F)(F)F 3-(2-(trifluoromethyl)phenoxy)pyrrolidine-1-carboxylic acid tert-butyl ester